isobutoxyzirconium trichloride [Cl-].[Cl-].[Cl-].C(C(C)C)O[Zr+3]